5-bromo-2-methoxy-3-(1H-tetrazol-5-yl)pyridine BrC=1C=C(C(=NC1)OC)C1=NN=NN1